(2S)-2-ethyloxirane C(C)[C@@H]1OC1